ClC1=CC=C2C=CN=C(C2=C1)OCCN1CCC=CC1 7-Chloro-1-(2-(3,6-dihydropyridin-1(2H)-yl)ethoxy)isoquinoline